C1(CCCCCCC1)NC(=O)C1=CC2=CC=C(C=C2C=C1)C(=O)NC1CCCCCCC1 N,N'-dicyclooctyl-2,6-naphthalenedicarboxamide